hydroxy-3-[(3-methylphenyl)sulfanyl]pyridazine-4-carboxamidine OC=1C(=C(N=NC1)SC1=CC(=CC=C1)C)C(=N)N